C(CCC)[Si](I)(CCCC)CCCC tri-n-butyl-iodosilane